FC(C=1C=C2C(=CN1)N(C(=C2)C(=O)OCC)C(=O)OC(C)(C)C)(F)F 1-(tert-butyl) 2-ethyl 5-(trifluoromethyl)-1H-pyrrolo[2,3-c]pyridine-1,2-dicarboxylate